3-amino-4-bromo-6-chloro-N-methyl-picolinamide NC=1C(=NC(=CC1Br)Cl)C(=O)NC